O[C@H]1[C@H](C[C@@H]2C(C[C@H]3[C@@H]4CC[C@H]([C@@H](CCC)C)[C@]4(CC[C@@H]3[C@]2(C1)C)C)=O)O 2a,3a-dihydroxy-5a-cholan-6-one